OC(CCOCCC(C)O)C 3-hydroxy-1-butyl ether